C(C)(=O)NC1=C(C(C2=CC=C(C=C2)C)O)C=CC=C1 2-acetamido(p-tolyl)benzyl alcohol